1-[4-(2,3-dihydro-1,4-benzodioxin-2-yl)phenyl]-N-(pyridin-3-ylmethyl)methanamine O1C(COC2=C1C=CC=C2)C2=CC=C(C=C2)CNCC=2C=NC=CC2